COC=1C=C(SC1)C(=O)C1[C@H]2CN(C[C@@H]12)C(=O)O (1R,5S,6r)-6-[(4-methoxy-2-thienyl)carbonyl]-3-azabicyclo[3.1.0]Hexane-3-carboxylic acid